CN1C(C2=CC(=CC(=C2C=C1N1CCN(CC1)CC(F)(F)F)[C@@H](C)NC=1C(=NC(=CC1)C)S(=O)(=N)C)C)=O 2,7-Dimethyl-5-((1R)-1-((6-methyl-2-(S-methylsulfonimidoyl)pyridin-3-yl)amino)ethyl)-3-(4-(2,2,2-trifluoroethyl)piperazin-1-yl)isoquinolin-1(2H)-one